methyl-3-pyrrolidone CN1CC(CC1)=O